N[C@@H]1C2=CC=CC=C2CC12CCN(CC2)C=2NC(C1=C(N2)NN=C1C1(CC1)C1=CC=CC=2OC(OCC21)(F)F)=O (S)-6-(1-amino-1,3-dihydrospiro[indene-2,4'-piperidin]-1'-yl)-3-(1-(2,2-difluorobenzo[d][1,3]dioxan-5-yl)cyclopropyl)-1,5-dihydro-4H-pyrazolo[3,4-d]pyrimidin-4-one